(3r,4r)-4-({5-chloro-4-[4-fluoro-2-(2-hydroxypropan-2-yl)-1-(propane-2-yl)-1H-benzoimidazol-6-yl]pyrimidin-2-yl}amino)-1-(methylsulfonyl)piperidin-3-ol ClC=1C(=NC(=NC1)N[C@H]1[C@@H](CN(CC1)S(=O)(=O)C)O)C=1C=C(C2=C(N(C(=N2)C(C)(C)O)C(C)C)C1)F